N=1N=CN(C1)[C@H](COC=1C=CC(=C2C=C(N=CC12)Cl)C(C)C)C (S)-8-(2-(4H-1,2,4-triazol-4-yl)propoxy)-3-chloro-5-isopropylisoquinoline